BrC1=CN=C2N1N=C(C=C2)N2CC(CC(C2)C)C 3-Bromo-6-(3,5-dimethylpiperidin-1-yl)imidazo[1,2-b]pyridazine